ClC=1C2=C(N=CN1)N(C=C2F)[C@H]2[C@@H]([C@@H]([C@H](O2)CO)O)F (2R,3R,4R,5R)-5-(4-chloro-5-fluoro-pyrrolo[2,3-d]pyrimidin-7-yl)-4-fluoro-2-(hydroxymethyl)tetrahydrofuran-3-ol